ClC=1C(=C(C(=CC1)N1N=NC(=C1)C(F)(F)F)C1=CC(N(C=C1OC)[C@H](C(=O)NC1=CC(=C(C(=O)N)C=C1)F)C)=O)F 4-({(2S)-2-[4-{3-chloro-2-fluoro-6-[4-(trifluoromethyl)-1H-1,2,3-triazol-1-yl]phenyl}-5-methoxy-2-oxopyridin-1(2H)-yl]propionyl}amino)-2-fluorobenzamide